2,3,4,5-tetrahydrobenzo[f][1,4]oxazepine-8-carboxylic acid O1CCNCC2=C1C=C(C=C2)C(=O)O